cinnamoyl fluoride C(C=CC1=CC=CC=C1)(=O)F